C1(CC1)C=1N=C2N(C=C(N=C2)C2=CC(=C(C=C2)F)C(C)C)C1 2-cyclopropyl-6-[4-fluoro-3-(propan-2-yl)phenyl]imidazo[1,2-a]pyrazin